C(C1=CC=CC=C1)NC1=NC(=NN2C1=CC=C2)N2C(=CC=1C(=CC=CC21)C#N)C 1-[4-(benzylamino)pyrrolo[2,1-f][1,2,4]triazin-2-yl]-2-methyl-1H-indole-4-carbonitrile